C(C)(C)(C)C1=CC=C(C=C1)N1C=NC2=C1C=CC=C2 (4-(tert-butyl)phenyl)-1H-benzo[d]imidazole